benzenesulfondiimidamide C1(=CC=CC=C1)S(N)(=N)=N